C(C)OC(C1=C(C=C(C(=C1)Br)OC(F)(F)F)N)=O 2-amino-5-bromo-4-(trifluoromethoxy)benzoic acid ethyl ester